The molecule is a divalent inorganic anion composed of four chlorine atoms bound to a central zinc atom. It is a divalent inorganic anion and a zinc coordination entity. Cl[Zn-2](Cl)(Cl)Cl